CN1N=C(C=C1B(O)O)C(F)(F)F (1-methyl-3-(trifluoromethyl)-1H-pyrazol-5-yl)boronic acid